(R)-1-(5-(1H-pyrazol-1-yl)-2,3-dihydro-1H-indene-2-carbonyl)indoline-6-sulfonamide methyl-2-((1-(cyanomethyl)cyclopropyl)amino)-5-(trifluoromethyl)benzoate COC(C1=C(C=CC(=C1)C(F)(F)F)NC1(CC1)CC#N)=O.N1(N=CC=C1)C=1C=C2C[C@@H](CC2=CC1)C(=O)N1CCC2=CC=C(C=C12)S(=O)(=O)N